(8-methylnaphthalene-1-yl)pinacol borate B(O)(O)O.CC=1C=CC=C2C=CC=C(C12)CC(O)(C)C(C)(C)O